(R)-3-methyl-4-(5-methyl-1-(1H-pyrazol-3-yl)-4,5-dihydro-3H-2,2a,5,8-tetraazaacenaphthene-7-yl)morpholine C[C@H]1N(CCOC1)C=1C=C2N(CCN3NC(C(N1)=C32)C3=NNC=C3)C